1-(4-(((3-((3-amino-5-(4-amino-4-methylpiperidin-1-yl)pyrazin-2-yl)thio)-2-chlorophenyl)amino)methyl)pyridin-3-yl)dihydropyrimidine-2,4(1H,3H)-dione NC=1C(=NC=C(N1)N1CCC(CC1)(C)N)SC=1C(=C(C=CC1)NCC1=C(C=NC=C1)N1C(NC(CC1)=O)=O)Cl